NC1=NC=C(C2=C1C(=NN2C(C)C)C2=CC(=C(C=C2)NS(=O)(=O)C2=C(C=CC=C2)Cl)F)C2=CCC(CC2)NCC(C)F N-(4-(4-amino-7-(4-((2-fluoropropyl)amino)cyclohex-1-en-1-yl)-1-isopropyl-1H-pyrazolo[4,3-c]pyridin-3-yl)-2-fluorophenyl)-2-chlorobenzenesulfonamide